FC=1C=C(C=CC1OC1=C2C(=NC=C1)NC=C2C)CN (3-fluoro-4-((3-methyl-1H-pyrrolo[2,3-b]pyridin-4-yl)oxy)phenyl)methanamine